C(=O)(O)CCCCCCCCCCCCC(=O)O 1,12-dicarboxydodecane